(R)-N-((R)-1-(3,4-dichlorophenyl)ethyl)piperidine ClC=1C=C(C=CC1Cl)[C@@H](C)N1CCCCC1